NC([C@@H](CC)NC(=O)C1=NC(=C(C=C1)OC1=CC=C(C=C1)C(F)(F)F)N1CCC1)=O N-[(2R)-1-Amino-1-oxobutan-2-yl]-6-(azetidin-1-yl)-5-[4-(trifluoromethyl)phenoxy]pyridine-2-carboxamide